[Ir+].C1=CCCC=CCC1.C1=CCCC=CCC1 bis(1,5-cyclooctadiene) iridium (I)